2-((S)-2-oxo-4-propylpyrrolidine-1-yl)butyramide O=C1N(C[C@H](C1)CCC)C(C(=O)N)CC